(2r,4r)-2-((S)-6-(4-(trifluoromethyl)phenyl)-2-azaspiro[3.4]octane-2-carbonyl)-5-azaspiro[3.4]octan-6-one FC(C1=CC=C(C=C1)[C@@H]1CC2(CN(C2)C(=O)C2CC3(C2)NC(CC3)=O)CC1)(F)F